6-(4-(Trifluoromethyl)benzylthio)-9H-purin FC(C1=CC=C(CSC2=C3N=CNC3=NC=N2)C=C1)(F)F